FC1=CC=C(C=C1)CCN1N=CC(=C1)CNC1=NC=2N[C@H](C(NC2C=N1)=O)CCO (7S)-2-(((1-(4-fluorophenylethyl)-1H-pyrazol-4-yl)methyl)amino)-7-(2-hydroxyethyl)-7,8-dihydropteridin-6(5H)-one